CC=1C=C2C(=NC1)OC(=N2)C2=CC=C(C=C2)C=2C=CC=1N(C3=CC=C(C=C3C1C2)C2=CC=C(C=C2)C=2OC1=NC=C(C=C1N2)C)C2=CC=CC=C2 3,6-bis{4-(6-methyloxazolo[5,4-b]pyridin-2-yl)phenyl}-9-phenyl-9H-carbazole